4-hydroxy-3-methoxycinnamyl alcohol OC1=C(C=C(C=CCO)C=C1)OC